N-{4-[1-(3-cyano-1-methyl-2-oxo-1,2-dihydro-quinolin-4-yl)piperidin-4-yl]phenyl}benzamide C(#N)C=1C(N(C2=CC=CC=C2C1N1CCC(CC1)C1=CC=C(C=C1)NC(C1=CC=CC=C1)=O)C)=O